p-hydroxy-butyl-benzene OC1=CC=C(C=C1)CCCC